2-(3-(3-methoxy-4-hydroxy-phenyl)-propionylamino)-benzoic acid COC=1C=C(C=CC1O)CCC(=O)NC1=C(C(=O)O)C=CC=C1